C(C)C(COC=1C=C(C=CC1)O)CCCC 3-(2-ethylhexyloxy)-phenol